C1(CC1)C=1N=CC2=CC3=C(C(=C2C1)S(NCC(C)C)(=O)=O)CC(C3)NC=3C=CC(=NC3)C(=O)O 5-[[3-cyclopropyl-5-(isobutylsulfamoyl)-7,8-dihydro-6H-cyclopenta[g]isoquinolin-7-yl]amino]pyridine-2-carboxylic acid